N-(4-(methoxymethyl)-1-(2-oxo-2-(pyrrol-1-yl)ethyl)piperidin-4-yl)-N-phenylpropanamide COCC1(CCN(CC1)CC(N1C=CC=C1)=O)N(C(CC)=O)C1=CC=CC=C1